9-(1-bromo-2-methylpropan-1-en-1-yl)-2,7-di-tert-butyl-9H-fluoren-9-ol BrC(=C(C)C)C1(C2=CC(=CC=C2C=2C=CC(=CC12)C(C)(C)C)C(C)(C)C)O